methyl (1r,4r)-4-(4-((5-(2,6-dioxopiperidin-3-yl)pyridin-2-yl)amino)piperidine-1-carbonyl)cyclohexane-1-carboxylate O=C1NC(CCC1C=1C=CC(=NC1)NC1CCN(CC1)C(=O)C1CCC(CC1)C(=O)OC)=O